C(#N)[C@H](CC1=CC=C(C=C1)C=1C=CC2=C(N(C(O2)=O)C([2H])([2H])[2H])C1)NC(=O)[C@@H]1C[C@H]2[C@@H](N1C(=O)OC(C)(C)C)COC2 tert-butyl (2S,3aS,6aR)-2-{[(1S)-1-cyano-2-{4-[3-(2H3)methyl-2-oxo-1,3-benzoxazol-5-yl]phenyl}ethyl]carbamoyl}-hexahydrofuro[3,4-b]pyrrole-1-carboxylate